C(C)(C)(C)OC(=O)N1CCN(C2=CC=CC(=C12)C)C1=CC2=C(N=C(N=C2)NC=2C=C3N(CCN(C3=O)C)C2)N(C1=O)C 8-methyl-4-[8-methyl-2-[(2-methyl-1-oxo-3,4-dihydropyrrolo[1,2-a]pyrazin-7-yl)amino]-7-oxo-pyrido[2,3-d]pyrimidin-6-yl]-2,3-dihydroquinoxaline-1-carboxylic acid tert-butyl ester